S1C2=C(C(=C1)C1=CC=C(S1)C(CCC(=O)O)=O)C=CC=C2 4-(5-(benzo[b]thiophen-3-yl)thiophen-2-yl)-4-oxobutanoic acid